OCCOC1CC(CCC1)OCCO 1,3-bis-(2-hydroxyethoxy)cyclohexane